2',3-Dichloro-4-((3,5-difluoropyridin-2-yl)methoxy)-5',6-dimethyl-2H-[1,4'-bipyridin]-2-one ClC1=NC=C(C(=C1)N1C(C(=C(C=C1C)OCC1=NC=C(C=C1F)F)Cl)=O)C